4-chloropyrimidin-2(1H)-one ClC1=NC(NC=C1)=O